FC=1C(=C2C=CC(=CC2=CC1)O)C=C 6-fluoro-5-vinylnaphthalen-2-ol